monoethoxyzirconium C(C)O[Zr]